(R)-2-(7-methoxycarbonylamino-dibenzofuran-2-sulfonylamino)-3-methyl-butyric acid COC(=O)NC1=CC2=C(C3=C(O2)C=CC(=C3)S(=O)(=O)N[C@@H](C(=O)O)C(C)C)C=C1